trans-6-methyl-3-heptene CC(C/C=C/CC)C